((3-((4,5-dimethylthiazol-2-yl)carbamoyl)-2-methylphenyl)amino)heptanoic acid CC=1N=C(SC1C)NC(=O)C=1C(=C(C=CC1)NC(C(=O)O)CCCCC)C